C=CC=CCC hexa-1,3-diene